ClC=1C=C(CC2=NOC(=N2)C2=CC=C(OCC(=O)N[C@H]3CN([C@@H](C3)C)C#N)C=C2)C=CC1 2-(4-(3-(3-Chlorobenzyl)-1,2,4-oxadiazol-5-yl)phenoxy)-N-((3R,5R)-1-cyano-5-methylpyrrolidin-3-yl)acetamide